O1CCN(CC1)C1=C2C=CC=NC2=C(C=C1)NS(=O)(=O)C=1OC=CC1 N-(5-morpholinoquinolin-8-yl)-furan-2-sulfonamide